3-(4-fluoro-2-{(S)-(4-methylcyclohexyl)[(3-methylisoxazole-4-carbonyl)amino]-methyl}-1H-benzoimidazol-5-yl)morpholine-4-carboxylic acid methyl ester COC(=O)N1C(COCC1)C1=C(C2=C(NC(=N2)[C@@H](NC(=O)C=2C(=NOC2)C)C2CCC(CC2)C)C=C1)F